4-(4-bromothiazol-2-yl)-N-(phenylsulfonyl)benzamide BrC=1N=C(SC1)C1=CC=C(C(=O)NS(=O)(=O)C2=CC=CC=C2)C=C1